7-(5-methyl-4,5,6,7-tetrahydro-1H-imidazo[5,4-c]pyridin-2-yl)-4-(pyrazolo[1,5-a]pyridin-3-yl)-2,3-dihydro-1H-isoindol-1-one CN1CC2=C(CC1)NC(=N2)C=2C=CC(=C1CNC(C21)=O)C=2C=NN1C2C=CC=C1